O1C=CC2=C1C(=CC=C2)CNC 1-(benzofuran-7-yl)-N-methylmethanamine